(S)- or (R)-5-(4'-Chloro-2'-methoxy-3,4,5,6-tetrahydro-2H-[1,3']bipyridinyl-4-yl)-2,4-dimethyl-7-(2-trifluoromethyl-benzyl)-2,4,5,7-tetrahydro-pyrazolo[3,4-d]pyrimidin-6-one ClC1=C(C(=NC=C1)OC)N1CCC(CC1)N1C(N(C=2C([C@@H]1C)=CN(N2)C)CC2=C(C=CC=C2)C(F)(F)F)=O |o1:20|